O[C@@H]([C@@H](C)O)C1=CC(=NC(=C1)C1=CC=C(C=C1)OC1=CC=C(C=C1)F)C(=O)N 4-((1R,2R)-1,2-dihydroxypropyl)-6-(4-(4-fluorophenoxy)phenyl)picolinamide